aluminum tris(4-tert-butylbenzoate) C(C)(C)(C)C1=CC=C(C(=O)[O-])C=C1.C(C)(C)(C)C1=CC=C(C(=O)[O-])C=C1.C(C)(C)(C)C1=CC=C(C(=O)[O-])C=C1.[Al+3]